ClC1=NC=C(C(=N1)N[C@@H](C)C1=CC=C(C=C1)C=1N(C=C(N1)C(F)(F)F)C)NC 2-chloro-N5-methyl-N4-[(1S)-1-[4-[1-methyl-4-(trifluoromethyl)imidazol-2-yl]phenyl]ethyl]pyrimidine-4,5-diamine